C1=CC=CC=2C3=CC=CC=C3N(C12)C1=C(C=CC=C1)C1=NC(=NC(=N1)N1C2=CC=CC=C2C=2C=CC=CC12)N1C2=CC=CC=C2C=2C=CC=CC12 9,9'-(6-(2-(9H-carbazol-9-yl)phenyl)-1,3,5-triazine-2,4-diyl)bis(9H-carbazole)